3,4,5-Tris-benzylidene-benzoic acid (2-hydroxy-benzylidene)-hydrazide OC1=C(C=NNC(C=2CC(C(C(C2)=CC2=CC=CC=C2)=CC2=CC=CC=C2)=CC2=CC=CC=C2)=O)C=CC=C1